C1(=CC=CC=C1)OC(=O)C=C acryl phenyl ether